5-(2,4-Dimethoxyphenyl)-1H-phenalen-1-one COC1=C(C=CC(=C1)OC)C=1C=C2C=CC(C=3C=CC=C(C1)C32)=O